BrC=1C(=CC2=C(OCCO2)C1)NC(=O)C1CC1 N-(7-bromo-2,3-dihydrobenzo[b][1,4]dioxin-6-yl)cyclopropanecarboxamide